1-[4-(4-Hydroxypiperidin-1-yl)phenyl]-3-phenylprop-2-en-1-one OC1CCN(CC1)C1=CC=C(C=C1)C(C=CC1=CC=CC=C1)=O